Cl.NC1CC(C1)C#N 3-aminocyclobutanenitrile hydrochloride